4-(8-azaspiro[4.5]decan-2-yl)morpholine C1C(CCC12CCNCC2)N2CCOCC2